N[C@H]1CN(C[C@@H](C1)F)C(=O)C=1C=CC=2N(C1)N=C(C2C)C=2N(C1=C(C=CC=C1C2)C2CCN(CC2)C(CCO)=O)CC2CC2 1-(4-(2-(6-((3R,5r)-3-amino-5-fluoropiperidine-1-carbonyl)-3-methylpyrazolo[1,5-a]pyridin-2-yl)-1-(cyclopropylmethyl)-1H-indol-7-yl)piperidin-1-yl)-3-hydroxypropan-1-one